C(C)OC(C(C(=O)OCC)C1=CC(=CC=C1)Br)=O 2-(3-bromophenyl)malonic acid 1,3-diethyl ester